C(C)(C)(C)C1=NOC(=C1)NC(OCC(Cl)(Cl)Cl)=O 2,2,2-trichloroethyl N-(3-tert-butylisoxazol-5-yl)carbamate